C1(=CC=C(C=C1)C(C(=O)N)CC(=O)N)C (p-tolyl)succinamide